C1=CC=CC=2C3=CC=CC=C3C(C12)COC(=O)N[C@@H](CCC(NCCOCCOCCOCCOCCOCCOCCN=[N+]=[N-])=O)C(=O)O (S)-25-((((9H-fluoren-9-yl)methoxy)carbonyl)amino)-1-azido-22-oxo-3,6,9,12,15,18-hexaoxa-21-azahexacosan-26-oic acid